p-hydroxybenzoic acid-ethylester sodium salt [Na].C(C)OC(C1=CC=C(C=C1)O)=O